N[C@@H](CCCC=O)C=O Allysinealdehyde